FC(C(=O)O)(F)F.FC=1C(=CC=2N(C1)N=C(C2)C)NC(=O)N2CCC=1C2=NC=CC1N1CCNC2(CC2)C1 N-(6-fluoro-2-methylpyrazolo[1,5-a]pyridin-5-yl)-4-(4,7-diazaspiro[2.5]octan-7-yl)-2,3-dihydro-1H-pyrrolo[2,3-b]pyridine-1-carboxamide 2,2,2-trifluoroacetate